ClC1=C(C=C(C=C1)OC)N1N(C(=C(C1=O)NC(C1=CC=C(C=C1)OC(F)F)=O)C1=C(C=C(C=C1F)OC)F)C N-[2-(2-chloro-5-methoxyphenyl)-5-(2,6-difluoro-4-methoxyphenyl)-1-methyl-3-oxo-2,3-dihydro-1H-pyrazol-4-yl]-4-(difluoromethoxy)benzamide